CN1N=CC(=C1)C1=CC=CC(=N1)NC(=O)C=1C=C2C(=NC1N1CCC3(CCO3)CC1)N=C(O2)N2CCN(CC2)C N-(6-(1-Methyl-1H-pyrazol-4-yl)pyridin-2-yl)-2-(4-methylpiperazin-1-yl)-5-(1-oxa-7-azaspiro[3.5]nonan-7-yl)oxazolo[4,5-b]pyridine-6-carboxamide